1-(2-cyanoacetyl)-5-phenylpiperidine-3-carboxylic acid C(#N)CC(=O)N1CC(CC(C1)C1=CC=CC=C1)C(=O)O